C(=O)O.C(C)(C)(C)OC(=O)N[C@@H](CC1=CC=CC=C1)C(=O)OC1=C2C(=CNC2=CC=C1)CCN(C)C 3-(2-(Dimethylamino)ethyl)-1H-indol-4-yl (tert-butoxycarbonyl)-L-phenylalaninate formate